[Si](C)(C)(C(C)(C)C)OCCOC1=CC=2N(C=C1C(C)(C(C)(C)C)O)C(=CN2)I 2-(7-(2-((tert-butyldimethylsilyl)oxy)ethoxy)-3-iodoimidazo[1,2-a]pyridin-6-yl)-3,3-dimethylbutan-2-ol